3-fluoropropanol FCCCO